IC=1C(=C(NC1C)C1=C(C=CC=C1)OC(F)(F)F)C(=O)O 4-iodo-5-methyl-2-(2-(trifluoromethoxy)phenyl)-1H-pyrrole-3-carboxylic acid